ethoxy-6-methyl-N-(5-nitrothiazol-2-yl)benzamide C(C)OC1=C(C(=O)NC=2SC(=CN2)[N+](=O)[O-])C(=CC=C1)C